NC1=C(C(N(N=C1)CC1=NC(=NO1)C([C@@H](O)C1=CC=C(C=C1)Cl)F)=O)C 5-amino-2-((3-((2S)-2-(4-chlorophenyl)-1-fluoro-2-hydroxyethyl)-1,2,4-oxadiazol-5-yl)methyl)-4-methylpyridazin-3-one